(4-fluorophenyl)-4,5-dimethyl-2-oxo-1,2-dihydropyridine-3-carboxylic acid methyl ester COC(=O)C=1C(N(C=C(C1C)C)C1=CC=C(C=C1)F)=O